(2S,5S)-5-((7-Cyano-5-(isopropylamino)-2,6-naphthyridin-3-yl)amino)-2-methylpiperidine C(#N)C1=NC(=C2C=C(N=CC2=C1)N[C@H]1CC[C@@H](NC1)C)NC(C)C